N-(5-(3-CYANOPYRAZOLO[1,5-A]PYRIDIN-5-YL)2-METHOXYPYRIDIN-3-YL)-2,4-DIFLUORO-BENZENESULFONAMIDE C(#N)C=1C=NN2C1C=C(C=C2)C=2C=C(C(=NC2)OC)NS(=O)(=O)C2=C(C=C(C=C2)F)F